C(C1=CC=CC=C1)N1CC(OCCC1)COCC1=CC=CC=C1 4-Benzyl-2-[(benzyloxy)methyl]-1,4-oxazepane